3-(1-((3-(3-aminopropyl)-5,7-dimethyladamantan-1-yl)methyl)-5-methyl-1H-pyrazol-4-yl)-6-(8-(benzo[d]thiazol-2-ylcarbamoyl)-3,4-dihydroisoquinolin-2(1H)-yl)picolinic acid NCCCC12CC3(CC(CC(C1)(C3)C)(C2)C)CN2N=CC(=C2C)C=2C(=NC(=CC2)N2CC3=C(C=CC=C3CC2)C(NC=2SC3=C(N2)C=CC=C3)=O)C(=O)O